CC1=NNC(=C1C=1C=CC2=C(N=C(S2)NC(CC2=CC(=C(OC3=NC=CC=C3C(=O)N)C=C2)F)=O)C1)C 2-(4-(2-((5-(3,5-dimethyl-1H-pyrazol-4-yl)benzo[d]thiazol-2-yl)amino)-2-oxoethyl)-2-fluorophenoxy)pyridine-3-carboxamide